C(=C)[C@@H]1CC(CCC1)=O (S)-3-VINYLCYCLOHEXANONE